(12AR)-9-bromo-10-chloro-8-fluoro-6-oxo-3,4,12,12a-tetrahydro-6H-pyrazino[2,1-c][1,4]benzooxazepine-2(1H)-carboxylic acid tert-butyl ester C(C)(C)(C)OC(=O)N1C[C@@H]2COC3=C(C(N2CC1)=O)C=C(C(=C3Cl)Br)F